O[C@H](C(=O)OCC1=CC=CC=C1)[C@@H]([C@H]([C@@H](C(=O)OCC)O)O)O 1-benzyl 6-ethyl (2S,3R,4R,5S)-2,3,4,5-tetrahydroxyhexanedioate